Methyl (3R)-4-{benzyl[(2S)-1-methoxy-1-oxopropan-2-yl]amino}-3-[(tert-butoxycarbonyl)amino]-4-oxobutanoate C(C1=CC=CC=C1)N(C([C@@H](CC(=O)OC)NC(=O)OC(C)(C)C)=O)[C@H](C(=O)OC)C